2-([5-[3-(cyclobutylmethoxy)phenyl]-1-(1-methyl-1H-indazol-7-yl)-1H-pyrazol-3-yl]methoxy)-2-methylpropanoic acid C1(CCC1)COC=1C=C(C=CC1)C1=CC(=NN1C=1C=CC=C2C=NN(C12)C)COC(C(=O)O)(C)C